FC=1C=C(C=CC1OCC1=CC=C(C=C1)F)C1=C(N=C(N1)N)C1=CC(=NC=C1)C 5-(3-Fluoro-4-((4-fluorobenzyl)oxy)phenyl)-4-(2-methylpyridin-4-yl)-1H-imidazol-2-amine